[N+](=O)([O-])C1=CC=C(C=C1)C1NCC12CCCC2 (4-nitrophenyl)-2-azaspiro[3.4]octane